ClC1=CC=C(C=C1)C1=NN(C(O1)(C(F)(F)F)C1=C(C=CC=C1)NS(=O)(=O)C1=CC=C(C=C1)C)C1=CC=CC=C1 N-(2-(5-(4-chlorophenyl)-3-phenyl-2-(trifluoromethyl)-2,3-dihydro-1,3,4-oxadiazol-2-yl)phenyl)-4-methylbenzenesulfonamide